The molecule is a 1,2-diacyl-3-(beta-D-galactosyl)-sn-glycerol in which the 1- and 2- acyl groups are specified as (9Z,12Z,15Z)-octadecatrienoyl and (7Z,10Z,13Z)-hexadecatrienoyl respectively. It has a role as a plant metabolite. It derives from an all-cis-7,10,13-hexadecatrienoic acid and an alpha-linolenic acid. CC/C=C\\C/C=C\\C/C=C\\CCCCCCCC(=O)OC[C@H](CO[C@H]1[C@@H]([C@H]([C@H]([C@H](O1)CO)O)O)O)OC(=O)CCCCC/C=C\\C/C=C\\C/C=C\\CC